C(C)(C)(C)OC(=O)NC1CC(C1)OC1=CC(=C(C(C(=O)OC)=C1)C(=O)OC)OC dimethyl 5-((1r,3r)-3-((tert-butoxycarbonyl)amino)cyclobutoxy)-3-methoxyphthalate